Methyl (R)-2-(2-hydroxypropanamido)-6-methoxyisonicotinate O[C@@H](C(=O)NC=1C=C(C(=O)OC)C=C(N1)OC)C